C1(=C(C=CC=C1)C=1C=C2C(=NC1)NCN2CCN2CCCC2)C 6-(o-tolyl)-1-(2-pyrrolidin-1-ylethyl)-3H-imidazo[4,5-b]Pyridine